ethyl 1-(7-fluoro-1H-indazol-5-yl)-1H-pyrazole-4-carboxylate FC=1C=C(C=C2C=NNC12)N1N=CC(=C1)C(=O)OCC